6-(imidazo[1,2-a]pyridine-3-carbonyl)-N-(3-(4-meth-yl-1H-imidazol-1-yl)-5-(trifluoromethyl)phenyl)-4,5,6,7-tetrahydrothieno-[2,3-c]pyridine-3-carboxamide N=1C=C(N2C1C=CC=C2)C(=O)N2CC1=C(CC2)C(=CS1)C(=O)NC1=CC(=CC(=C1)C(F)(F)F)N1C=NC(=C1)C